[GeH2]1N=CC2=C1C=CC=C2 Azabenzogermol